(S)-2-(2-chloro-6-fluorobenzoylamino)-3-(4-(6'-(dimethylamino)-5'-fluoro-2'-oxospiro[cyclopropane-1,3'-indolin]-1'-yl)phenyl)propionic acid ClC1=C(C(=O)N[C@H](C(=O)O)CC2=CC=C(C=C2)N2C(C3(C4=CC(=C(C=C24)N(C)C)F)CC3)=O)C(=CC=C1)F